FC(C(C(C(O)(F)F)(F)F)(F)F)CCCC heptaFluorooctanol